COC(C[C@@H](CI)NC(=O)OCC1C2=CC=CC=C2C=2C=CC=CC12)=O.OCCC(C(=O)NCC(CNC(C(CCCCCCCCCCCCCCCC)CCO)=O)O)CCCCCCCCCCCCCCCC 1,3-bis(N-2-(hydroxyethyl)stearoylamino)-2-hydroxypropane methyl-(S)-3-((((9H-fluoren-9-yl)methoxy)carbonyl)amino)-4-iodobutyrate